2-((5-cyclopropyl-2-(methylthio)benzyl)oxy)tetrahydro-2H-pyran C1(CC1)C=1C=CC(=C(COC2OCCCC2)C1)SC